octadecyltrimethylammonium hypobromite Br[O-].C(CCCCCCCCCCCCCCCCC)[N+](C)(C)C